{5-[(3S)-3-{[(1R)-1-(naphthalen-1-yl)ethyl]amino}tetrahydro-1H-pyrrol-1-yl]-2-methoxyphenyl}acetic acid ethyl ester C(C)OC(CC1=C(C=CC(=C1)N1C[C@H](CC1)N[C@H](C)C1=CC=CC2=CC=CC=C12)OC)=O